propoxyethane C(CC)OCC